FC=1C=C(C=NC1)C=1N=C(NC(C1)=O)C=1C=C(CNC(C(C)C)=O)C=CC1C(F)(F)F N-{3-[4-(5-Fluoropyridin-3-Yl)-6-oxo-1,6-dihydropyrimidin-2-Yl]-4-(trifluoromethyl)benzyl}isobutyramide